(Z)-2-(N-((4-Amino-2-methylpyrimidin-5-yl)methyl)formamido)-5-ethoxypent-2-ene NC1=NC(=NC=C1CN(C=O)\C(\C)=C/CCOCC)C